tert-butyl 4-[[6-[3-(2-methoxy-4-methylsulfonyl-anilino) prop-1-ynyl]-1-(2,2,2-trifluoroethyl) benzimidazole-4-carbonyl] amino]-3-methyl-azepane-1-carboxylate COC1=C(NCC#CC=2C=C(C3=C(N(C=N3)CC(F)(F)F)C2)C(=O)NC2C(CN(CCC2)C(=O)OC(C)(C)C)C)C=CC(=C1)S(=O)(=O)C